[(2S,6S)-6-(trifluoromethyl)morpholin-2-yl]methanol FC([C@H]1O[C@@H](CNC1)CO)(F)F